The molecule is a biladiene that is a linear tetrapyrrole and a regioisomer of bilirubin IXalpha, in which the dipyrroles are of exovinyl type only. It is a dicarboxylic acid and a member of biladienes. CC1=C(NC(=C1CCC(=O)O)CC2=C(C(=C(N2)/C=C/3\\NC(=O)C(=C3C)C=C)C)CCC(=O)O)/C=C/4\\NC(=O)C(=C4C)C=C